CC1(OB(OC1(C)C)C=1C=NN(C1)CCCCCCNC(OC(C)(C)C)=O)C tert-butyl (6-(4-(4,4,5,5-tetramethyl-1,3,2-dioxaborolan-2-yl)-1H-pyrazol-1-yl)hexyl)carbamate